C(C)OP(OCC)(=O)CO DIETHYLHYDROXYMETHYLPHOSPHONAT